NC=1C=C(C(=O)N2CCC(CC2)C2=CC=C(C#N)C=C2)C=CC1C 4-(1-(3-Amino-4-methylbenzoyl)piperidin-4-yl)benzonitrile